C(=O)O.COC1=NC=C(C=N1)N1N=C(C2=C1CCOCC2)C=2C=NN(C2)CC2CCN(CC2)C 1-(2-Methoxypyrimidin-5-yl)-3-(1-((1-methylpiperidin-4-yl)methyl)-1H-pyrazol-4-yl)-4,5,7,8-tetrahydro-1H-oxepino[4,5-c]pyrazole, Formate salt